C(O)(O)=S.C(=S)O thiocarboxylate (thiocarbonate)